tert-butyl 4-hydrazinopiperidine-1-carboxylate hydrochloride salt Cl.N(N)C1CCN(CC1)C(=O)OC(C)(C)C